1,5-bis(diphenylphosphino)-pentane C1(=CC=CC=C1)P(CCCCCP(C1=CC=CC=C1)C1=CC=CC=C1)C1=CC=CC=C1